C(CCC)OC[C@H](N)C(=O)OC methyl O-butyl-L-serinate